COC=1C=CC=2N(C3=CC=C(C=C3C2C1)OC)C(CP(O)(O)=O)CC [2-(3,6-dimethoxy-9H-carbazol-9-yl)butyl]phosphonic acid